2-butenylphosphonic (1,1-dimethyl-2-propynyl) (methyl) ester COP(OC(C#C)(C)C)(=O)CC=CC